2-(N-bromo-butylamino-chlorobenzylamino)-2-butylamino-fluoran BrN(C(C)(CC)NF)C(C1=CC=CC=C1)(Cl)NCCCC